(S)-ethyl 8-(2-amino-6-((R)-1-(5-chloro-3'-(trifluoromethyl)-[1,1'-biphenyl]-2-yl)-2,2,2-trifluoroethoxy)pyrimidin-4-yl)-2,8-diazaspiro[4.5]decane-3-carboxylate NC1=NC(=CC(=N1)N1CCC2(C[C@H](NC2)C(=O)OCC)CC1)O[C@@H](C(F)(F)F)C1=C(C=C(C=C1)Cl)C1=CC(=CC=C1)C(F)(F)F